C1(CC1)C(=O)ONC(=O)C=1SC(=C(C1)Br)Br 1-{[(4,5-dibromo-2-thienyl) carbonyl] amino} cyclopropanecarboxylate